CSC=1N=CC2=C(N1)N(C(=C2)C(=O)N)[C@H]2COC[C@H]2C 2-methylsulfanyl-7-[(3r,4s)-4-methyltetrahydrofuran-3-yl]pyrrolo[2,3-d]pyrimidine-6-carboxamide